(3S,10S)-10-(benzyloxy)-3-undecanol C(C1=CC=CC=C1)O[C@H](CCCCCC[C@H](CC)O)C